OC1CC=2C(C=3N(C1)N=C1C3CN(CC1)C(=O)OC(C)(C)C)=NOC2 tert-Butyl 5-hydroxy-5,6,9,10-tetrahydro-4H-isoxazolo[3,4-c]pyrido[4',3':3,4]-pyrazolo[1,5-a]azepine-11(12H)-carboxylate